NC1=C(C=C(C=N1)NC(C(=O)N1C(CCC(C1)C)C=1C=C2CC(NC2=CC1)=O)=O)C N-(6-amino-5-methyl-3-pyridyl)-2-[5-methyl-2-(2-oxoindolin-5-yl)-1-piperidyl]-2-oxo-acetamide